FC=1C(=C(OC2=CC=3N(C=C2)N=CN3)C=CC1[N+](=O)[O-])C(F)(F)F 7-(3-fluoro-4-nitro-2-(trifluoromethyl)phenoxy)-[1,2,4]triazolo[1,5-a]pyridine